ClC1=C(CNC=2C=CC(=NC2)N2N=C(C=C2C(F)(F)F)C2=NOC(C2)(C)CO)C(=CC=C1)F (3-(1-(5-((2-chloro-6-fluorobenzyl)amino)pyridin-2-yl)-5-(trifluoromethyl)-1H-pyrazol-3-yl)-5-methyl-4,5-dihydroisoxazol-5-yl)methanol